ClC1=C(OC2=C(C(=O)NC=3C=NC=CC3)C=C(C=N2)C(F)(F)F)C=CC(=C1)OC 2-(2-chloro-4-methoxyphenoxy)-N-(pyridin-3-yl)-5-(trifluoromethyl)nicotinamide